CC1=CC2=C(NC(=N2)C2=NNC=C2N)C=C1C 3-(5,6-dimethyl-1H-benzo[d]imidazol-2-yl)-1H-pyrazol-4-amine